N1(N=NC=C1)C1=C(CNC2=C3N=CN(C3=NC(=N2)Cl)C(C)C)C=CC=C1 N-(2-(1H-1,2,3-triazol-1-yl)benzyl)-2-chloro-9-isopropyl-9H-purin-6-amine